FC1(CCN(CC1)C1=NC(=CC(=N1)C=O)C)F 2-(4,4-difluoropiperidin-1-yl)-6-methylpyrimidin-4-carbaldehyde